Kalium ascorbat O=C1C(O)=C([O-])[C@H](O1)[C@@H](O)CO.[K+]